ClC=1C=C(C=CC1C#N)N(C1CCC(CC1)NC(OC(C)(C)C)=O)C tert-butyl ((1r,4r)-4-((3-chloro-4-cyanophenyl)(methyl)amino) cyclohexyl)carbamate